C(C)N(C1=CC=C2C=CC3=CC=CC4=CC=C1C2=C34)CC diethyl-pyren-1-yl-amine